C=NC(N)OC(N)N=C Methylendiaminomethylether